S(=O)(=O)([O-])C1=CC=C(C)C=C1.C(CCC)N1C(=[N+](C=C1)C)C 1-butyl-2,3-dimethylimidazolium tosylate